IC=1C=CC(=C(C1)CC=1SC(=CC1)C1=CC=C(C=C1)F)C 2-[(5-iodo-2-methylphenyl)methyl]-5-(4-fluorophenyl)thiophene